C(NC1=NC=C(C2=CC(=NC=C12)N)C=1OC2=C(N1)C=C(C=C2)N2CC(OCC2)C)([2H])([2H])[2H] N1-(methyl-d3)-4-(5-(2-methylmorpholino)benzo[d]oxazol-2-yl)-2,7-naphthyridine-1,6-diamine